N-(2-hydroxy-4-nitrophenyl)-N'-(2-bromo-phenyl)-urea OC1=C(C=CC(=C1)[N+](=O)[O-])NC(=O)NC1=C(C=CC=C1)Br